N-(2-chlorobenzyl)-2-(3-(4-ethylphenyl)-6-oxopyridazin-1(6H)-yl)acetamide ClC1=C(CNC(CN2N=C(C=CC2=O)C2=CC=C(C=C2)CC)=O)C=CC=C1